C(C)(=O)OC=1C(=C(C=C(C1)CCCCC)CC(=O)O)[C@@H]1C=C(C(C[C@H]1C(=C)C)OC(C)=O)C.O=C(CCNC(=O)C1=NC=CN=C1)N1CCCCC1 N-(3-oxo-3-(piperidin-1-yl)propyl)pyrazine-2-carboxamide 3-(acetoxy)-2-[(1R,6R)-4-(acetoxy)-3-methyl-6-(prop-1-en-2-yl)cyclohex-2-en-1-yl]-5-Pentylphenyl-acetate